ClC1=CC=C(C=C1)C(C(C(=O)N)(F)F)(C)O 3-(4-chlorophenyl)-2,2-difluoro-3-hydroxybutanamide